C[N+](C)(C)CC(CC(=O)O)O.[Cl-] D,L-carnitine hydrochloride